OC1=C2C(C=3C=CC=CC3C(C2=C(C=C1)O)=O)=O 5,8-dihydroxyanthraquinone